4,5-diamino-1-hexylpyrazole NC=1C=NN(C1N)CCCCCC